2-(chloromethyl)-5-(4-tolyl)-1,3,4-oxadiazole ClCC=1OC(=NN1)C1=CC=C(C=C1)C